1-neopentyl-1H-pyrazol C(C(C)(C)C)N1N=CC=C1